triaminoethyl-amine NC(CN)(N)N